N-(1-methyl-1H-Pyrazol-3-yl)-5-(3-(piperidine-1-carbonyl)pyrazolo[1,5-a]Pyridin-7-yl)nicotinamide CN1N=C(C=C1)NC(C1=CN=CC(=C1)C1=CC=CC=2N1N=CC2C(=O)N2CCCCC2)=O